3-(4-methoxyphenoxy)-1,2-propylene glycol COC1=CC=C(OCC(CO)O)C=C1